3,7-dibromo-8-methyl-10-(3-morpholinopropyl)-10H-benzo[b]pyrido[2,3-e][1,4]oxazine BrC1=CC2=C(N(C3=C(O2)C=C(C(=C3)C)Br)CCCN3CCOCC3)N=C1